FC(CCC(=O)OC)(CCO)F methyl 4,4-difluoro-6-hydroxyhexanoate